methyl-(piperidin-4-ylmethyl)carbamic acid tert-butyl ester C(C)(C)(C)OC(N(CC1CCNCC1)C)=O